4-(2-hydroxyethoxy)-phenyl-boronic acid OCCOC1=CC=C(C=C1)B(O)O